manganese ethylenediamine tetraacetate C(C)(=O)ON(CCN(OC(C)=O)OC(C)=O)OC(C)=O.[Mn]